C1(CC1)CN1N=C(N=C1)C(=O)N[C@H](C1=NC2=C(N1)C=C(C=C2)[C@@H](C)NC(CCC(F)(F)F)=O)C2CCC(CC2)(F)F 1-(Cyclopropylmethyl)-N-[(s)-(4,4-difluorocyclohexyl)-[6-[(1R)-1-(4,4,4-trifluorobutanoylamino)ethyl]-1H-benzimidazol-2-yl]methyl]-1,2,4-triazole-3-carboxamide